(S)-7,7-difluoro-2-((4-((2-hydroxy-1-phenylethyl)amino)-5-(3-(quinuclidin-4-yl)-1,2,4-oxadiazol-5-yl)pyrimidin-2-yl)amino)-6,7-dihydro-5H-pyrrolo[3,4-b]pyridin-5-one FC1(NC(C=2C1=NC(=CC2)NC2=NC=C(C(=N2)N[C@H](CO)C2=CC=CC=C2)C2=NC(=NO2)C21CCN(CC2)CC1)=O)F